CS(=O)(=O)C1=CC=C(C=C1)CNC(=O)[C@H](C)NC(OC(C)(C)C)=O tert-butyl N-[(1S)-1-[[(4-methanesulfonylphenyl)methyl]carbamoyl]ethyl]carbamate